N1(CCC1)C1=CC(=C(C=N1)[C@H](C)N1N=CC(=C1)NC(=O)C1=NC(=CN=C1)C1=C(C(=CC=C1C(F)F)Cl)F)C (S)-N-(1-(1-(6-(Azetidin-1-yl)-4-methylpyridin-3-yl)ethyl)-1H-pyrazol-4-yl)-6-(3-chloro-6-(difluoromethyl)-2-fluorophenyl)pyrazine-2-carboxamide